(1R,5S)-1-((4-fluoro-phenyl)sulfonyl)-3-oxabicyclo[3.1.0]hexan-2-one FC1=CC=C(C=C1)S(=O)(=O)[C@]12C(OC[C@@H]2C1)=O